2,2':6',2''-terpyridine-4,4',4''-tricarboxylic acid tristetrabutylammonium salt C(CCC)[N+](CCCC)(CCCC)CCCC.C(CCC)[N+](CCCC)(CCCC)CCCC.C(CCC)[N+](CCCC)(CCCC)CCCC.N1=C(C=C(C=C1)C(=O)[O-])C1=NC(=CC(=C1)C(=O)[O-])C1=NC=CC(=C1)C(=O)[O-]